(2R,3R)-2,3-diacetoxy-4-((2,2-dimethyl-4-((S)-5-methyl-4-oxo-3-(4-phenoxypicolinamido)-2,3,4,5-tetrahydrobenzo[b][1,4]oxazepin-7-yl)but-3-yn-1-yl)oxy)-4-oxobutanoic acid C(C)(=O)O[C@@H](C(=O)O)[C@H](C(=O)OCC(C#CC1=CC2=C(OC[C@@H](C(N2C)=O)NC(C2=NC=CC(=C2)OC2=CC=CC=C2)=O)C=C1)(C)C)OC(C)=O